N-fluoro-N-(4-methylpentyl)-4-(trifluoromethyl)benzenesulfonamide FN(S(=O)(=O)C1=CC=C(C=C1)C(F)(F)F)CCCC(C)C